NC1=NC(=CC(N1C1=C(C(=CC=C1)Cl)Cl)=O)N1CCC2(CC1)CC1=CC=CC=C1[C@H]2N 2-amino-6-[(3S)-3-amino-1,3-dihydrospiro[indene-2,4'-piperidin]-1'-yl]-3-(2,3-dichlorophenyl)-3,4-dihydropyrimidin-4-one